CS(=O)(=O)NC(C1=CC=CC(=C1)OC1CCOCC1)=O N-(methylsulfonyl)-5-((tetrahydro-2H-pyran-4-yl)oxy)benzamide